3-[(Z)-2-(2-aminopyrimidin-5-yl)-2-fluorovinyl]-4-fluorobenzoic acid methyl ester COC(C1=CC(=C(C=C1)F)\C=C(/F)\C=1C=NC(=NC1)N)=O